(butylamino)-2-ethoxy-N-(5-nitrothiazol-2-yl)benzamide C(CCC)NC=1C(=C(C(=O)NC=2SC(=CN2)[N+](=O)[O-])C=CC1)OCC